CSC=1OC(=NN1)C1=CC=CC=C1 2-(methylthio)-5-phenyl-1,3,4-oxadiazole